C(C)(C)(C)N(C(O)=O)[C@H]1CN(CCC1)C1=CC(=NC=C1C=1C=NN(C1)CC(F)(F)F)Cl.OC1=C2C(C(=COC2=CC(=C1)O)C1=CC=C(C=C1)O)=O 5,7-dihydroxy-3-(4-hydroxyphenyl)chromen-4-one tert-butyl-(R)-(1-(2-chloro-5-(1-(2,2,2-trifluoroethyl)-1H-pyrazol-4-yl)pyridin-4-yl)piperidin-3-yl)carbamate